IC1=CC=C(C=2SC3=C(C21)C=CC=C3)Br 1-iodo-4-bromodibenzo[b,d]thiophene